2-((4-(3-((4-Chloro-2-fluorobenzyl)oxy)-4-methoxyphenyl)piperidin-1-yl)methyl)-4-(difluoromethoxy)-1-methyl-1H-benzo[d]imidazole-6-carboxylic acid ClC1=CC(=C(COC=2C=C(C=CC2OC)C2CCN(CC2)CC2=NC3=C(N2C)C=C(C=C3OC(F)F)C(=O)O)C=C1)F